7-chloro-2,4-dimethyl-2-(4-(8-oxo-2,7-diazaspiro[4.4]non-2-yl)cyclohexyl)benzo[d][1,3]dioxan-5-carboxylic acid methyl ester COC(=O)C1=CC(=CC=2OC(OC(C21)C)(C2CCC(CC2)N2CC1(CC2)CNC(C1)=O)C)Cl